4-bromo-6-{[(1-methylcyclobutyl)amino]methyl}-2,3-dihydroisoindol-1-one BrC1=C2CNC(C2=CC(=C1)CNC1(CCC1)C)=O